ClC1=NC=C(C=C1B(O)O)C 2-CHLORO-5-METHYLPYRIDINE-3-BORONIC ACID